3-(perfluorobutyl)-2-hydroxypropyl acrylate C(C=C)(=O)OCC(CC(C(C(C(F)(F)F)(F)F)(F)F)(F)F)O